N,2,3-trimethyl-2-propan-2-yl-butanamide CNC(C(C(C)C)(C(C)C)C)=O